OC(C)C=1C(=NC(=CC1)N1C=NC2=C1C=CC(=C2)NC=2N=NC(=CC2)C)N2C[C@@H](C[C@@H]2C)C#N (3R,5S)-1-[3-(1-hydroxyethyl)-6-[5-[(6-methylpyridazin-3-yl)amino]benzimidazol-1-yl]-2-pyridyl]-5-methyl-pyrrolidine-3-carbonitrile